NC=1C2=C(N=CN1)N(C=C2C=2C(=C1CCN(C1=CC2)C(CC2=C(C=CC(=C2)C(F)(F)F)F)=O)F)C2CN(C2)C 1-(5-(4-amino-7-(1-methylazetidin-3-yl)-7H-pyrrolo[2,3-d]pyrimidin-5-yl)-4-fluoroindolin-1-yl)-2-(2-fluoro-5-(trifluoromethyl)phenyl)ethan-1-one